2,5-Dimethoxy-4-butylphenethylamine COC1=C(CCN)C=C(C(=C1)CCCC)OC